2-methyl-4-[4-(4,4,5,5-tetramethyl-1,3,2-dioxaborolan-2-yl)-1H-pyrazol-1-yl]butan-2-ol CC(C)(CCN1N=CC(=C1)B1OC(C(O1)(C)C)(C)C)O